C1(=C(C=CC=C1C)C)NC(=O)C1NCCCC1 N-(2,6-xylyl)piperidine-2-carboxamide